trivinylmethoxysilane C(=C)C(O[SiH3])(C=C)C=C